BrC1=C(C=C(C=C1)C1=NC(=NO1)C=1C=NC(=CC1)C)OCC#C 5-(4-bromo-3-(prop-2-yn-1-yloxy)phenyl)-3-(6-methylpyridin-3-yl)-1,2,4-oxadiazole